CN1C(=NC=C1C(C)N(S(=O)(=O)C)C=1C=NC2=CC(=NC(=C2C1)OC1CCC(CC1)NC1=NC=C(C=N1)CN1CCOCC1)N1CCOCC1)[N+](=O)[O-] N-[1-(3-methyl-2-nitro-imidazol-4-yl)ethyl]-N-[7-morpholino-5-[4-[[5-(morpholinomethyl)pyrimidin-2-yl]amino]cyclohexoxy]-1,6-naphthyridin-3-yl]methanesulfonamide